BrC1=C(C(N(C=C1)CC(C)(C)O)=O)OC1=C(C=C(C=C1C)F)C 4-bromo-3-(4-fluoro-2,6-dimethylphenoxy)-1-(2-hydroxy-2-methylpropyl)pyridin-2(1H)-one